2,4,6-trichlorophenyl (2S,5'R)-7-chloro-4-(difluoromethoxy)-1'-methoxy-5'-methyl-3,3'-dioxo-spiro[benzofuran-2,6'-cyclohexene]-6-carboxylate ClC1=C(C=C(C=2C([C@@]3([C@@H](CC(C=C3OC)=O)C)OC21)=O)OC(F)F)C(=O)OC2=C(C=C(C=C2Cl)Cl)Cl